ClC1=NC=C(C(=C1)N1CCC(CC1)C(C)=O)C#CC=1C=NN(C1)C(F)(F)F (1-(2-chloro-5-((1-(trifluoromethyl)-1H-pyrazol-4-yl)ethynyl)pyridin-4-yl)piperidin-4-yl)ethan-1-one